2,2-dimethylethane-1,2-diol CC(CO)(O)C